FC1=C(C=C(C(=C1)N1CCNCC1)F)[C@H](CNC(=O)C=1C=C2C(=NC1)N(C=C2)CC)C N-[(2R)-2-[2,5-difluoro-4-(piperazin-1-yl)phenyl]propyl]-1-ethyl-1H-pyrrolo[2,3-b]pyridine-5-carboxamide